C1(=CC=CC=C1)\C=N\CC1=NC(=CC=C1)C(F)(F)F (E)-1-phenyl-N-[[6-(trifluoromethyl)-2-pyridyl]methyl]methanimine